C[C@H]1[C@@H](CN(C1)CC1=NC=CC=N1)C=1NC(C=2N(C1)C(=NC2)C2CCOCC2)=O 6-((3S,4S)-4-methyl-1-pyrimidin-2-ylmethyl-pyrrolidin-3-yl)-3-(tetrahydro-pyran-4-yl)-7H-imidazo[1,5-a]pyrazin-8-one